C(C)(C)(C)OC(=O)N1C[C@@H](C(CC1)(C)O)F (3S)-3-fluoro-4-hydroxy-4-methylpiperidine-1-carboxylic acid tert-butyl ester